C(CCCCCCC)OC(=O)[C@H]1[C@@H](CC=CC1)C(=O)OCCCCCCCC trans-4-cyclohexene-1,2-dicarboxylic acid dioctyl ester